CC1=C(C(=NO1)C=1C=NC(=CC1)C)COC1=CC=C(N=N1)C(=O)NC1CCOCC1 6-((5-Methyl-3-(6-methylpyridin-3-yl)isoxazol-4-yl)methoxy)-N-(tetrahydro-2H-pyran-4-yl)pyridazin-3-carboxamid